C(#N)C1=CC=C(C=N1)CCC(=O)O 3-(6-cyanopyridin-3-yl)propionic acid